CN(C(=O)C1=CC=C(C=C1)C=1C=CC(=NC1)NC=1C=C(C=NC1)NC(=O)C1=CC=C(C=C1)NC(OC(C)(C)C)=O)C tert-butyl (4-((5-((5-(4-(dimethylcarbamoyl)phenyl)pyridin-2-yl)amino)pyridin-3-yl)carbamoyl)phenyl)carbamate